2-CHLORO-4-(THIOPHEN-2-YL)PYRIMIDINE ClC1=NC=CC(=N1)C=1SC=CC1